CCCCCCCCCCCC[Si](C)(C)O[Si](C)(C)O[Si](C)(C)C Dodecylheptamethyltrisiloxane